((benzyloxy)carbonyl)(sulfamoyl)-D-alanine C(C1=CC=CC=C1)OC(=O)N([C@H](C)C(=O)O)S(N)(=O)=O